COC=1OC=NN1 methoxy-1,3,4-oxadiazole